3-(benzyloxy)-1-((trimethylsilyl)oxy)cyclopentane-1-carbonitrile C(C1=CC=CC=C1)OC1CC(CC1)(C#N)O[Si](C)(C)C